BrC=CCCC bromopent-1-ene